4-{[1-(2-Fluoro-6-methylphenyl)-azetidin-3-ylamino]-methyl}-1-methyl-1H-pyrazol-3-ylamine FC1=C(C(=CC=C1)C)N1CC(C1)NCC=1C(=NN(C1)C)N